C(CCCC)C1=C(C(=C(C(=O)[O-])C=C1)O)O amyldihydroxybenzoate